methanesulfonic acid (2s,3r)-1-benzhydryl-2-methylazetidin-3-yl ester C(C1=CC=CC=C1)(C1=CC=CC=C1)N1[C@H]([C@@H](C1)OS(=O)(=O)C)C